(R)-2-fluoro-N-(6-fluoroisoquinolin-1-yl)-4-((5-fluoropyrimidin-2-yl)amino)-N-(piperidin-3-yl)benzamide FC1=C(C(=O)N([C@H]2CNCCC2)C2=NC=CC3=CC(=CC=C23)F)C=CC(=C1)NC1=NC=C(C=N1)F